C1(CCC1)CC=1N=CC2=C(N1)NC=C2C=2C=C1C(=NC2)N=C(N1C(C)C)C 6-(2-(cyclobutylmethyl)-7H-pyrrolo[2,3-d]pyrimidin-5-yl)-1-isopropyl-2-methyl-1H-imidazo[4,5-b]pyridine